FC=1C(=C(C=CC1C(F)(F)F)C=1CCCC2=C(C1C1=CC=C(C=C1)C=C1CN(C1)CCCF)C=CC(=C2)C(=O)O)C 8-(3-fluoro-2-methyl-4-(trifluoromethyl)phenyl)-9-(4-((1-(3-fluoropropyl)azetidin-3-ylidene)methyl)phenyl)-6,7-dihydro-5H-benzo[7]annulene-3-carboxylic acid